CNC=1C=2N=CN([C@H]3[C@H](O)[C@H](O)[C@@H](CO)O3)C2N=CN1 N6-Methyl-adenosine